1-(4-(4-Chlorophenyl)-3,4-dihydroquinoxalin-1(2H)-yl)-3-(4-methylpiperazin-1-yl)propan-1-one ClC1=CC=C(C=C1)N1CCN(C2=CC=CC=C12)C(CCN1CCN(CC1)C)=O